ClC1=CC=C2C(=NN(C2=C1)C=1C=NC=CC1)C(C)N1N=C(C=2C1=NC=NC2N)C=2C=C1C(=NC2)NC=C1 1-(1-(6-Chloro-1-(pyridin-3-yl)-1H-indazol-3-yl)ethyl)-3-(1H-pyrrolo[2,3-b]pyridin-5-yl)-1H-pyrazolo[3,4-d]pyrimidin-4-amine